C1=CC=CC=2C3=CC=CC=C3C(C12)COC(=O)N([C@H](C(=O)OC)CC=1C=NC=C(C1)O)C methyl (S)-2-((((9H-fluoren-9-yl)methoxy)carbonyl)(methyl)amino)-3-(5-hydroxypyridin-3-yl)propanoate